tert-butyl (E)-3-(3-styryl-1H-pyrazolo[3,4-b]pyridin-1-yl)azetidine-1-carboxylate C(=C\C1=CC=CC=C1)/C1=NN(C2=NC=CC=C21)C2CN(C2)C(=O)OC(C)(C)C